(S)-4-methyl-2-(5-methyl-3-(2-(3,3-dimethylazetidin-1-yl)ethyl)-6-oxopyridazin-1(6H)-yl)pentanoic acid CC(C[C@@H](C(=O)O)N1N=C(C=C(C1=O)C)CCN1CC(C1)(C)C)C